6-chloro-5-bromo-2-(methylsulfonyl)-1-((2-(trimethylsilyl)ethoxy)methyl)-1H-benzo[d]imidazole ClC=1C(=CC2=C(N(C(=N2)S(=O)(=O)C)COCC[Si](C)(C)C)C1)Br